N-(4-((2-(1,1-difluoroethyl)-6-methylpyrimidin-4-yl)amino)-5-(oxazol-5-ylmethoxy)pyridin-2-yl)acetamide FC(C)(F)C1=NC(=CC(=N1)NC1=CC(=NC=C1OCC1=CN=CO1)NC(C)=O)C